(3S,10S)-7-((3S,5R)-4-acryloyl-3,5-dimethylpiperazin-1-yl)-10-(4,5-dichloro-2-fluorophenyl)-3-(methoxymethyl)-9-(trifluoromethyl)-2,3-dihydro-5H-[1,4]thiazino[2,3,4-ij]quinazolin-5-one C(C=C)(=O)N1[C@H](CN(C[C@H]1C)C1=NC(N2C3=C(C(=C(C=C13)C(F)(F)F)C1=C(C=C(C(=C1)Cl)Cl)F)SC[C@@H]2COC)=O)C